ClC=1C(=C(C(=C(N)C1OC)F)F)F 5-Chloro-2,3,4-trifluoro-6-methoxy-aniline